5-(2-aminopyridin-4-yl)-7-(3-(methylsulfonyl)phenyl)-1H-indazol-3-amine NC1=NC=CC(=C1)C=1C=C2C(=NNC2=C(C1)C1=CC(=CC=C1)S(=O)(=O)C)N